2-OXO-THIAZOLE O=C1SC=CN1